3-amino-N-(2-{9-amino-2-oxa-7-azaspiro[4.4]nonan-7-yl}-3-fluoro-5,6,7,8-tetrahydroquinolin-6-yl)-5-fluoro-6-methylthieno[2,3-b]pyridine-2-carboxamide NC1=C(SC2=NC(=C(C=C21)F)C)C(=O)NC2CC=1C=C(C(=NC1CC2)N2CC1(CCOC1)C(C2)N)F